COC1=CC2=C(N(C=N2)C2=CC=C(C(=N2)N2CCCCC2)CO)C=C1OC (6-(5,6-dimethoxy-1H-benzo[d]imidazol-1-yl)-2-(piperidin-1-yl)pyridin-3-yl)methanol